CC1=CC=C(C=C1)S(=O)(=O)OCC(CCCCCC)C 2-methyloctyl (S)-4-methylbenzenesulfonate